N-(7-chloro-6-(4-(4-hydroxy-3-methyltetrahydrofuran-3-yl)piperazin-1-yl)isoquinolin-3-yl)-2-(pyridin-2-yl)cyclobutane-1-carboxamide ClC1=C(C=C2C=C(N=CC2=C1)NC(=O)C1C(CC1)C1=NC=CC=C1)N1CCN(CC1)C1(COCC1O)C